CN(C(O)=O)[C@H]1C[C@@H](CC1)N1C(N(C=2C=NC(=CC21)NC2=NC1=C(C=CC=C1C=C2)C=2C=NN(C2)C)C)=O.C21(CC3CC(CC(C2)C3)C1)C(C)=O (1s,3s)-adamantan-1-yl-ethanone Methyl-((1R,3R)-3-(3-methyl-6-((8-(1-methyl-1H-pyrazol-4-yl)quinolin-2-yl)amino)-2-oxo-2,3-dihydro-1H-imidazo[4,5-c]pyridin-1-yl)cyclopentyl)carbamate